C1(=CC=CC=C1)OC1C(OC(C1OC1=CC=CC=C1)COC1=CC=CC=C1)O 3,4-bis(phenyloxy)-5-((phenyloxy)methyl)tetrahydrofuran-2-ol